2-amyl-aziridine ethyl-2-benzyl-1H-indole-1-carboxylate C(C)OC(=O)N1C(=CC2=CC=CC=C12)CC1=CC=CC=C1.C(CCCC)C1NC1